C(#N)C1=CC=C(C=C1)C(=NNC1=CC=CC=C1)Cl 4-Cyano-N-phenylbenzenecarbohydrazonoyl chloride